C(C)OC(=O)C1=CC2=C(N(C=N2)C23CCC(CC2)(CC3)I)C=C1 (4-iodobicyclo[2.2.2]oct-1-yl)-1H-benzo[d]imidazole-5-carboxylic acid ethyl ester